4-((2,4-dimethylbenzyl)amino)imidazo[1,5-a]quinoxaline-8-carboxylic acid CC1=C(CNC=2C=3N(C4=CC(=CC=C4N2)C(=O)O)C=NC3)C=CC(=C1)C